ClC1=CC(=C(C=C1)C1=CC(=NC2=C1N=C(N(C2=O)C)C)N2CC(OC(C2)C=2C=NN(C2)C)(C)C)F 8-(4-chloro-2-fluorophenyl)-6-(2,2-dimethyl-6-(1-methyl-1H-pyrazol-4-yl)morpholino)-2,3-dimethylpyrido[3,2-d]pyrimidin-4(3H)-one